O1[C@@H](CC1)CN1C(=NC2=C1C=C(C=C2)C(=O)O)CN2CCC(=CC2)C2=NC(=CC=C2)OCC2=CC=C(C=C2)C(F)(F)F (S)-1-(oxetan-2-ylmethyl)-2-((6-((4-(trifluoromethyl)benzyl)oxy)-3',6'-dihydro-[2,4'-bipyridin]-1'(2'H)-yl)methyl)-1h-benzo[d]imidazole-6-carboxylic acid